COC(=O)C=1N(C=C(C1)S(=O)(=O)N1CCC(CC1)CNC1=CC=C(C=C1)C(C)CC)C.C(C)OP(OCC)(=O)C=C.C(=C)P(OC)(OC)=O dimethyl vinylphosphonate diethyl-vinylphosphonate methyl-4-((4-(((4-(sec-butyl)phenyl)amino)methyl)piperidin-1-yl)sulfonyl)-1-methyl-1H-pyrrole-2-carboxylate